ClC1=CC=C(OC2=C(C=C(C=C2F)S(=O)(=O)N2C3(CN(CC2CC3)C(=O)OC(C)(C)C)C(=O)OCC)F)C=C1 3-tert-butyl 1-ethyl 8-((4-(4-chlorophenoxy)-3,5-difluorophenyl)sulfonyl)-3,8-diazabicyclo[3.2.1]octane-1,3-dicarboxylate